(1s,4s)-4-(4-(4-chloro-7,7-dimethyl-5-oxo-5,7-dihydroindolo[1,2-a]quinazolin-10-yl)piperidin-1-yl)cyclohexane-1-carbaldehyde ClC=1C=2C(N=C3N(C2C=CC1)C1=CC(=CC=C1C3(C)C)C3CCN(CC3)C3CCC(CC3)C=O)=O